3-fluoro-N-[(1R,3S)-3-{[2-(trifluoromethyl)quinolin-4-yl]amino}cyclohexyl]benzamide FC=1C=C(C(=O)N[C@H]2C[C@H](CCC2)NC2=CC(=NC3=CC=CC=C23)C(F)(F)F)C=CC1